C(C1=CC=CC=C1)OC(=O)N1CCC(C(CC1)O)O[Si](C1=CC=CC=C1)(C1=CC=CC=C1)C(C)(C)C 4-((tert-butyldiphenylsilyl)oxy)-5-hydroxyazepane-1-carboxylic acid benzyl ester